2-[(1-methylhexyl)oxy]ethanol CC(CCCCC)OCCO